COC=1C=C(N=NC1C1CCN(CC1)C(=O)C1=NC=C(C=C1)OC1=CC=C(C=C1)C(F)(F)F)N 5-Methoxy-6-(1-{5-[4-(trifluoromethyl)-phenoxy]-pyridine-2-carbonyl}piperidin-4-yl)-pyridazin-3-amine